(tert-butoxycarbonyl)-L-glutaminate C(C)(C)(C)OC(=O)N[C@@H](CCC(N)=O)C(=O)[O-]